FC(C1=NN=C(O1)C=1C=CC(=NC1)CN1N=NC(=C1)C=1C=C(C=CC1)NC(=O)C1CN(C1)CC)F N-(3-(1-((5-(5-(difluoromethyl)-1,3,4-oxadiazol-2-yl)pyridin-2-yl)methyl)-1H-1,2,3-triazol-4-yl)phenyl)-1-ethylazetidine-3-carboxamide